C(=O)(O)C1=CC=C(C=C1)N1NN(CC(=C1)C1=CC=C(C=C1)C(=O)O)C1=CC=C(C=C1)C(=O)O 1,3,5-tris(4-carboxyphenyl)triazine